FC(C1=CC=C(C=C1)C1=C(CCCC2=C1C=CC=C2)C2=C(C=C(C=C2)F)C(F)(F)F)(C2CN(C2)CCCF)F 9-(4-(Difluoro(1-(3-fluoropropyl)azetidin-3-yl)methyl)phenyl)-8-(4-fluoro-2-(trifluoromethyl)phenyl)-6,7-dihydro-5H-benzo[7]annulen